C(C)(C)=NOC(C(C)(C)OC(C1=C(C=C(C(=C1)N1C(N(C(=CC1=O)C(C)(F)F)C)=O)F)Cl)=O)=O 1-[(Isopropylideneamino)oxy]-2-methyl-1-oxopropan-2-yl-2-chloro-5-[4-(1,1-difluoroethyl)-3-methyl-2,6-dioxo-3,6-dihydropyrimidin-1(2H)-yl]-4-fluorobenzoate